(S)-TERT-BUTYL 1-(5-FORMYLOXAZOL-2-YL)-2-METHYLPROPYLCARBAMATE C(=O)C1=CN=C(O1)[C@H](C(C)C)NC(OC(C)(C)C)=O